2-(3,5-dichloro-4-((4',4'-dimethyl-2',3',4,4',5,9'-hexahydro-2H-spiro[furan-3,1'-pyrido[3,4-b]indol]-6'-yl)oxy)phenyl)-3,5-dioxo-2,3,4,5-tetrahydro-1,2,4-triazine-6-carbonitrile ClC=1C=C(C=C(C1OC=1C=C2C3=C(NC2=CC1)C1(NCC3(C)C)COCC1)Cl)N1N=C(C(NC1=O)=O)C#N